(S)-11-(benzyloxy)-6-(bis(4-fluorophenyl)methyl)-10-oxo-6,10-dihydro-5H-imidazo[2',1':3,4]pyrazino[1,2-b]pyridazine-3-carbaldehyde C(C1=CC=CC=C1)OC1=C2N(N=CC1=O)[C@H](CN1C2=NC=C1C=O)C(C1=CC=C(C=C1)F)C1=CC=C(C=C1)F